ICCC(=O)OCCCCCCCCCCCCCCCCCCCC eicosanyl 3-iodopropionate